C1(=CC=CC=C1)N1C(C(=CC1=O)C1N(CCCCC1)C1=C(C=CC=C1)C)=O 1-Phenyl-3-(1-(o-tolyl)azepan-2-yl)-1H-pyrrole-2,5-dione